(5-((2-ethyl-1-methyl-1H-benzo[d]imidazol-6-yl)ethynyl)-8-(methylamino)-2,7-naphthyridin-3-yl)cyclopropanecarboxamide C(C)C1=NC2=C(N1C)C=C(C=C2)C#CC2=C1C=C(N=CC1=C(N=C2)NC)C2(CC2)C(=O)N